Chloromethylquinazolinone C1=CC2=C(NC(=O)N=C2C=C1)CCl